1-(quinoline-2-yl)-ethanone N1=C(C=CC2=CC=CC=C12)C(C)=O